C(C)(C)(C)C1=NC(=NO1)C(=O)NCC1=C(C=C(C=C1)C1=CC(=NC=C1)NC(=O)C1C(C1)C)C 5-(tert-butyl)-N-(2-methyl-4-(2-(2-methylcyclopropane-1-carboxamido)pyridin-4-yl)benzyl)-1,2,4-oxadiazole-3-carboxamide